N-[(1S)-2-hydroxy-1-(6-methoxypyridin-2-yl)ethyl]acetamide OC[C@H](C1=NC(=CC=C1)OC)NC(C)=O